BrC1=C(C=C(C=C1)C(C)(C)N)F 2-(4-bromo-3-fluorophenyl)propan-2-amine